2-(6,7-dimethoxy-3,4-dihydroisoquinolin-2(1H)-yl)-N-(4-(3-(piperidin-1-ylmethyl)imidazo[1,2-a]pyridin-2-yl)phenyl)acetamide COC=1C=C2CCN(CC2=CC1OC)CC(=O)NC1=CC=C(C=C1)C=1N=C2N(C=CC=C2)C1CN1CCCCC1